(2R,4aS,6aS,9S,12bR,14aS,14bR)-9-methoxy-2,4a,6a,9,12b,14a-hexamethyl-10,11-dioxo-1,2,3,4,4a,5,6,6a,9,10,11,12b,13,14,14a,14b-hexadecahydropicene-2-carboxylic acid CO[C@]1(C2=CC=C3[C@]4(CC[C@]5(CC[C@](C[C@H]5[C@@]4(CC[C@]3(C2=CC(C1=O)=O)C)C)(C(=O)O)C)C)C)C